NC=1C(=NC(=C(C1)OC)Cl)C(=O)O 3-amino-6-chloro-5-methoxypicolinic acid